FC(C1=CC=C(C=C1)C(F)F)F 1,4-bis(difluoromethyl)benzene